NC1=CC(=NC=N1)N(C(=O)[C@@]1(CCC[C@@]2([C@H]3CCC(=CC3=CC[C@@H]12)C(C)C)C)C)C1=CC=C(C=C1)Cl (1R,4aR,4bR,10aR)-N-(6-aminopyrimidin-4-yl)-N-(4-chlorophenyl)-7-isopropyl-1,4a-dimethyl-1,2,3,4,4a,4b,5,6,10,10a-decahydrophenanthrene-1-carboxamide